C(=O)(O)CN(C(C(=O)O)CCC(=O)O)CC(=O)O N,N-dicarboxymethyl-2-aminopentane-1,5-dioic acid